ethyl 2-({6-[(1,3-benzothiazol-2-yl)amino]-5-(propan-2-yl)pyridazin-3-yl}amino)-1,3-thiazole-4-carboxylate S1C(=NC2=C1C=CC=C2)NC2=C(C=C(N=N2)NC=2SC=C(N2)C(=O)OCC)C(C)C